NC1=NC=2C=C(C(=CC2C2=C1[C@H](OC2)C)C(=O)N([C@@H]2COCC1=C2C=CC(=C1)S(=O)(=O)C)C)F (3R)-4-amino-7-fluoro-N,3-dimethyl-N-((4S)-7-(methylsulfonyl)-3,4-dihydro-1H-2-benzopyran-4-yl)-1,3-dihydrofuro[3,4-c]quinoline-8-carboxamide